2-oxo-4-(1H-1,2,4-triazol-1-yl)pyrimidine O=C1NC=CC(=N1)N1N=CN=C1